C(C)(C)(C)NC(=C(NC(C)(C)C)NC(C)(C)C)[SiH3] tri(tert-butylamino)vinylsilane